(11S)-1-{3-[6-amino-10,11-dihydro-8H-[1,4]oxazino[4',3':1,2]imidazo[4,5-c]quinolin-11-yl]propyl}guanidine NC1=NC2=CC=CC=C2C2=C1N=C1N2[C@H](COC1)CCCNC(=N)N